3-(5-(1-methyl-5-(pyrimidin-5-yl)-2-(tetrahydro-2H-pyran-4-yl)-1H-imidazol-4-yl)-1-oxoisoindolin-2-yl)piperidine-2,6-dione CN1C(=NC(=C1C=1C=NC=NC1)C=1C=C2CN(C(C2=CC1)=O)C1C(NC(CC1)=O)=O)C1CCOCC1